2-(5-(1-hydroxyethyl)-4-isobutoxy-3-isopropyl-6-oxopyridazin-1(6H)-yl)acetic acid methyl ester COC(CN1N=C(C(=C(C1=O)C(C)O)OCC(C)C)C(C)C)=O